1-((2,4-dichloropyrimidin-5-yl)methyl)-4-methylpyrrolidin-2-one ClC1=NC=C(C(=N1)Cl)CN1C(CC(C1)C)=O